mannonate O=C([C@@H](O)[C@@H](O)[C@H](O)[C@H](O)CO)[O-]